C(C)CC(CC(=O)[O-])=O.C(C)CC(CC(=O)[O-])=O.C(CCC)OCC(CC(=O)[O-])=O.[Zr+3] zirconium monobutyloxylacetoacetate bis(ethylacetoacetate)